C(C1=CC=CC=C1)OC1=C(N(C=C(C1=O)C(NCC1=C(C=C(C=C1F)F)F)=O)N(C(C=C)C)C(=O)OC(C)(C)C)C(=O)OC methyl 3-benzyloxy-1-[tert-butoxycarbonyl(1-methylallyl)amino]-4-oxo-5-((2,4,6-trifluorophenyl)methylcarbamoyl)pyridine-2-carboxylate